Phenyl-4-(2,4,5-trifluorophenyl)-1-butanone C1(=CC=CC=C1)C(CCCC1=C(C=C(C(=C1)F)F)F)=O